OC(CCCCCCCCCCC(=O)OC(CO)CO)CCCCCC glycerol (2-(12-hydroxystearate))